C1(CC1)N1C(=NC(=C1)C(F)(F)F)C1=CC=C(C#N)C=C1 4-(1-cyclopropyl-4-(trifluoromethyl)-1H-imidazol-2-yl)benzonitrile